trifluoroacetyl (trifluoroacetate) FC(C(=O)OC(C(F)(F)F)=O)(F)F